aluminum iron-nickel [Ni].[Fe].[Al]